1-[5-ethylsulfanyl-1-oxido-6-[2-oxo-1-(2,2,3,3,3-pentafluoropropyl)-4H-pyrido[3,4-d][1,3]oxazin-6-yl]pyridin-1-ium-3-yl]cyclopropanecarbonitrile C(C)SC=1C=C(C=[N+](C1C1=CC2=C(N(C(OC2)=O)CC(C(F)(F)F)(F)F)C=N1)[O-])C1(CC1)C#N